OCC(CN1CSC(=C1C)COC=1C=CC2=C(C=C(O2)C)C1)(C)C N-(3-hydroxy-2,2-dimethylpropyl)-2-methyl-5-((4-methylthiazol-5-yl)methoxy)benzofuran